N-cyclooctyl-4-(2-fluorophenyl)-1H-pyrrole-2-carboxamide C1(CCCCCCC1)NC(=O)C=1NC=C(C1)C1=C(C=CC=C1)F